[(7R,8R,9S,10R,13S,14S,17R)-10,13-dimethyl-3,5'-dioxospiro[2,6,7,8,9,11,12,14,15,16-decahydro-1H-cyclopenta[a]phenanthrene-17,2'-oxolane]-7-yl] ethanethioate C(C)(O[C@@H]1CC2=CC(CC[C@@]2([C@H]2CC[C@]3([C@H]([C@H]12)CC[C@]31OC(CC1)=O)C)C)=O)=S